picene-2,9-dicarboxylic acid 2-benzhydryl 9-methyl ester COC(=O)C=1C2=CC=C3C4=CC=C5C=CC(=CC5=C4C=CC3=C2C=CC1)C(=O)OC(C1=CC=CC=C1)C1=CC=CC=C1